C(#N)[C@H](C[C@H]1C(NCCC1)=O)NC([C@@H](NCC1OC2=C(C1)C=CC=C2)CC(C)C)=O N-{(1S)-1-cyano-2-[(3S)-2-oxopiperidin-3-yl]ethyl}-N2-[(2,3-dihydro-1-benzofuran-2-yl)methyl]-L-leucinamide